OC1=CC=C(C=C1)C1CCS(CC1)(=O)=O 4-(4-hydroxyphenyl)tetrahydro-2H-thiopyran 1,1-dioxide